CC(=O)NC1=CC=C(C=C1)NC(=S)N N-[4-(carbamothioylamino)phenyl]acetamide